FC1(C2CN(CC1C2)C=2OC1=C(C=C(C=C1C(C2)=O)C)C(C)NC2=C(C(=O)O)C=CC=C2)F 2-[1-[2-(6,6-Difluoro-3-azabicyclo[3.1.1]heptan-3-yl)-6-methyl-4-oxo-chromen-8-yl]ethylamino]benzoic acid